[Si](C)(C)(C(C)(C)C)OCCN1N=C(C=C1C)C(=O)OCC ethyl 1-[2-[tert-butyl (dimethyl) silyl] oxyethyl]-5-methyl-pyrazole-3-carboxylate